(6-(1,1,1-trifluoro-2-hydroxypropan-2-yl)pyridin-3-yl)-1H-purine-2,6(3H,7H)-dione FC(C(C)(O)C1=CC=C(C=N1)N1C(NC=2N=CNC2C1=O)=O)(F)F